4-[5-(4-chlorophenyl)-1-[2-(trifluoromethyl)phenyl]pyrrol-2-yl]-N-[(3R)-1-methylpyrrolidin-3-yl]benzamide ClC1=CC=C(C=C1)C1=CC=C(N1C1=C(C=CC=C1)C(F)(F)F)C1=CC=C(C(=O)N[C@H]2CN(CC2)C)C=C1